bis[3-pyridyl]benzene N1=CC(=CC=C1)C1=C(C=CC=C1)C=1C=NC=CC1